C(C=C)(=O)N1CC(N(CC1)C=1C2=C(N(C(N1)=O)C1=C(C=CC=C1S(=O)(=O)C)C(C)C)N=C(C(=C2)F)C2=C(C=C(C#N)C=C2)Cl)C 4-(4-(4-acryloyl-2-methylpiperazin-1-yl)-6-fluoro-1-(2-isopropyl-6-(methylsulfonyl)phenyl)-2-oxo-1,2-dihydropyrido[2,3-d]pyrimidin-7-yl)-3-chlorobenzonitrile